CNC(=O)C1CCCCC1 N-methyl-cyclohexane-1-carboxamide